N[C@@H](C(=O)O)CNC(C1=CC(=CC(=C1)C=1C(=NC=CC1C)C(F)(F)F)F)=O (R)-2-amino-3-(3-fluoro-5-(4-methyl-2-(trifluoromethyl)pyridin-3-yl)benzamido)propanoic acid